NC1=C(C(=CC=C1)F)O 2-amino-6-fluorophenol